C(C)(C)N1N=C(N=C1)C=1C=C(C=C(C1OC)[N+](=O)[O-])COS(=O)(=O)C Methanesulfonic acid 3-(1-isopropyl-1H-1,2,4-triazol-3-yl)-4-methoxy-5-nitrophenylmethyl ester